N1=CN=C(C=C1)C=O 4-pyrimidine-carboxaldehyde